C[N+](CCCCCCCCCCCCCC)(C)[O-] N,N-dimethyltetradecane-1-amine oxide